CC1(OCCO1)C dimethyl[1,3]dioxolane